2-(1-(4-(6-((4-chloro-2-fluorobenzyl) oxy) pyridin-2-yl) piperidin-1-yl)-2-methoxyethyl)-1-(((S)-oxetan-2-yl) methyl)-1H-benzo[d]imidazole-6-carboxylate ClC1=CC(=C(COC2=CC=CC(=N2)C2CCN(CC2)C(COC)C2=NC3=C(N2C[C@H]2OCC2)C=C(C=C3)C(=O)[O-])C=C1)F